7-(3,5-bis(trifluoromethyl)phenyl)benzo[c][1,2,5]thiadiazole-formaldehyde FC(C=1C=C(C=C(C1)C(F)(F)F)C1=CC=C(C=2C1=NSN2)C=O)(F)F